2-oxotetrahydropyrrole-1-carboxylic acid-2-methylpropan-2-yl ester CC(C)(C)OC(=O)N1C(CCC1)=O